(11Z,13Z)-hexadecadienal C(C=CC=CCCCCCCCCCCC)=O